C(CCCCCCCCC(=O)O)(=O)O.C(CCCC)(O)O pentanediol sebacate